tert-butyl N-{1-[7-({8-fluoro-2-methylimidazo[1,2-a]pyridin-6-yl}carbamoyl)-2-methylindazol-4-yl]pyrrolidin-3-yl}-N-methylcarbamate FC=1C=2N(C=C(C1)NC(=O)C1=CC=C(C3=CN(N=C13)C)N1CC(CC1)N(C(OC(C)(C)C)=O)C)C=C(N2)C